CS(=O)(=O)OCC1CN(C2=C(O1)N=CC=C2)C2=CC=C(C=C2)C(F)(F)F (1-(4-(trifluoromethyl)phenyl)-2,3-dihydro-1H-pyrido[2,3-b][1,4]oxazin-3-yl)methyl methanesulfonate